tert-butyl {3-[1'-(trifluoromethyl)-1H,1'H-[4,4'-bipyrazol]-1-yl]bicyclo[1.1.1]pentan-1-yl}carbamate FC(N1N=CC(=C1)C=1C=NN(C1)C12CC(C1)(C2)NC(OC(C)(C)C)=O)(F)F